1-{4-[(5-chloro-4-{[(3S,4S)-4-(3,4-dihydroisoquinolin-2(1H)-yl)-3-hydroxypiperidin-1-yl]carbonyl}pyridin-2-yl)amino]piperidin-1-yl}ethanone TFA salt OC(=O)C(F)(F)F.ClC=1C(=CC(=NC1)NC1CCN(CC1)C(C)=O)C(=O)N1C[C@@H]([C@H](CC1)N1CC2=CC=CC=C2CC1)O